FC(C(C)NC=1C=C(C=CC1)S(=O)(=O)N)(F)F 3-((1,1,1-trifluoropropan-2-yl)amino)benzenesulfonamide